(2S,5R)-6-(benzyloxy)-7-oxo-1,6-diazabicyclo[3.2.1]Octane-2-carboxamide C(C1=CC=CC=C1)ON1[C@@H]2CC[C@H](N(C1=O)C2)C(=O)N